2-Methylpropanediol Phosphate P(=O)(O)(O)OC(C(C)C)O